N-(5-Bromo-2-(4-(dimethylamino)piperidin-1-yl)pyridin-3-yl)methanesulfonamide BrC=1C=C(C(=NC1)N1CCC(CC1)N(C)C)NS(=O)(=O)C